ClC1=CC2=C(N=C(S2)C(CC(CC2=C(C=CC(=C2)OC)S(=O)(=O)N)C)C)C=C1 (4-(6-Chlorobenzo[d]thiazol-2-yl)-2-methylpentyl)-4-methoxybenzenesulfonamide